5-bromo-1,1-dimethyl-3-oxo-7-vinylisoindole-2-carboxylic acid tert-butyl ester C(C)(C)(C)OC(=O)N1C(C2=C(C=C(C=C2C1=O)Br)C=C)(C)C